1-cyclopropyl-2,2,2-trifluoro-ethylamine C1(CC1)C(C(F)(F)F)N